CN(C1=CC(=CC=C1)N1CCCC1)C1=CC=C(OC=2N=C(C3=C(N2)C=NC=C3)O)C=C1 2-[4-(N-methyl-3-pyrrolidin-1-ylanilino)phenoxy]pyrido[3,4-d]pyrimidin-4-ol